ClC1=C(C=CC=C1F)C1N=C(NC(=C1C(=O)OCC)C1CCN(CC1)S(=O)(=O)C1CC(C1)(C(=O)OCC[Si](C)(C)C)C)C=1SC=CN1 (cis)-ethyl 4-(2-chloro-3-fluorophenyl)-6-(1-((3-methyl-3-((2-(trimethylsilyl)ethoxy)carbonyl)cyclobutyl)-sulfonyl)piperidin-4-yl)-2-(thiazol-2-yl)-1,4-dihydropyrimidine-5-carboxylate